1,3-dimethylbutane-1,3-diamine CC(CC(C)(N)C)N